C(#N)C=1C=C(C(=O)NC2=CC(=CC(=C2)C(F)(F)F)CN2CCN(CC2)C)C=CC1C(C)C 3-cyano-4-isopropyl-N-(3-((4-methylpiperazin-1-yl)methyl)-5-(trifluoromethyl)phenyl)benzamide